C(C=C)OC12C(C3C(C=C1)(C1=CC=C(C=C1)OCC=C)S3)S2 4,4'-dialloxybiphenyl disulfide